3-(benzyloxy)-7-bromo-2-naphthoic acid benzyl ester C(C1=CC=CC=C1)OC(=O)C1=CC2=CC(=CC=C2C=C1OCC1=CC=CC=C1)Br